N-(4-((3-((4-chloro-3-(trifluoromethyl)phenyl)sulfonamido)-5-methylpyridin-2-yl)oxy)-3-methylphenyl)acrylamide ClC1=C(C=C(C=C1)S(=O)(=O)NC=1C(=NC=C(C1)C)OC1=C(C=C(C=C1)NC(C=C)=O)C)C(F)(F)F